(Z)-ethyl 3-(2-chlorophenyl)-2-((cyclohexylthio)methyl)acrylate ClC1=C(C=CC=C1)\C=C(\C(=O)OCC)/CSC1CCCCC1